C(CC)(=O)N1CCC(CC1)C(=O)N 1-propionylpiperidine-4-carboxamide